Acrylamidopropyltrimethylammonium chlorid [Cl-].C(C=C)(=O)NCCC[N+](C)(C)C